2-(1-chlorocyclopropyl)-1-(2-chlorophenyl)-3-(1H-1,2,4-triazole-1-yl)propan-2-ol ClC1(CC1)C(CC1=C(C=CC=C1)Cl)(CN1N=CN=C1)O